N1CC(C1)CCNS(N)(=O)=O N-[2-(azetidin-3-yl)ethyl]sulfuric diamide